(-)-α-phenylglycine C1(=CC=CC=C1)C(N)C(=O)O